(S)-4-(5-(4-phenyl-3,4-dihydro-1H-benzo[4,5]imidazo[2,1-c][1,4]oxazin-7-yl)pyrimidin-2-yl)-1,4-diazepin-2-one C1(=CC=CC=C1)[C@@H]1N2C(COC1)=NC1=C2C=C(C=C1)C=1C=NC(=NC1)N1CC(N=CC=C1)=O